pyrazolo[3,4-b]pyridin N1N=CC=2C1=NC=CC2